N-(3-chloro-4-(pyridin-2-ylmethoxy)phenyl)-4-(4-fluoro-1-isopropyl-2-methyl-1H-benzimidazol-6-yl)-5-fluoropyrimidin-2-amine ClC=1C=C(C=CC1OCC1=NC=CC=C1)NC1=NC=C(C(=N1)C=1C=C(C2=C(N(C(=N2)C)C(C)C)C1)F)F